1-benzhydryl-3-(2-bromophenyl)azetidine-3-carbonyl chloride C(C1=CC=CC=C1)(C1=CC=CC=C1)N1CC(C1)(C(=O)Cl)C1=C(C=CC=C1)Br